COCCN(CCC(C(=O)O)NC(=O)C1(CC1)C1=CC=CC=C1)CCCCC1=NC=2NCCCC2C=C1 4-[2-methoxyethyl-[4-(5,6,7,8-tetrahydro-1,8-naphthyridin-2-yl)butyl]amino]-2-[(1-phenylcyclopropanecarbonyl)amino]butanoic acid